FC1=CC(=CC=2N(C(=NC21)C)C(C)C)C=2C=CN1N=C(N=CC12)NCC1OCCC1 5-(4-fluoro-1-isopropyl-2-methyl-1H-benzo[d]imidazol-6-yl)-N-((tetrahydrofuran-2-yl)methyl)pyrrolo[2,1-f][1,2,4]triazin-2-amine